methyliodide sodium salt [Na].CI